((2-cyano-7-(2,4-dicyanophenyl)isoindolin-5-yl)methyl)acetamide C(#N)N1CC2=C(C=C(C=C2C1)CCC(=O)N)C1=C(C=C(C=C1)C#N)C#N